2-bromo-6-(2,2-difluorocyclopropyl)imidazo[2,1-b][1,3,4]thiadiazole BrC1=NN2C(S1)=NC(=C2)C2C(C2)(F)F